(aniline) butyrate C(CCC)(=O)O.NC1=CC=CC=C1